2,3-difluoro-6-iodobenzyl alcohol FC1=C(CO)C(=CC=C1F)I